The molecule is a diterpene alkaloid with formula C23H37NO6 that is isolated from several Aconitum species. It has a role as a plant metabolite. It is a bridged compound, a diterpene alkaloid, an organic heteropolycyclic compound, a secondary alcohol, a tertiary alcohol, a tertiary amino compound, a diether and a tetrol. It derives from a hydride of an aconitane. CCN1C[C@@]2(CC[C@@H]([C@@]34[C@@H]2[C@H]([C@@H](C31)[C@]5(C[C@@H]([C@H]6C[C@@H]4[C@@H]5[C@H]6O)OC)O)O)O)COC